FC1(CC2(C1)C[C@@H](N(CC2)CC2=C1C=CNC1=C(C=C2OC)C)C2=CC=C(C(=O)NCC1COC1)C=C2)F (R)-4-(2,2-difluoro-7-((5-methoxy-7-methyl-1H-indol-4-yl)methyl)-7-azaspiro[3.5]nonan-6-yl)-N-(oxetan-3-ylmethyl)benzamide